5-(2-{[6-(2,2-difluoro-2-phenylethoxy)hexyl]amino}-1(R)-hydroxyethyl)-8-hydroxyquinolin-2(1H)-one FC(COCCCCCCNC[C@H](O)C1=C2C=CC(NC2=C(C=C1)O)=O)(C1=CC=CC=C1)F